2,5-dihydroxynaphthalene-1,4-quinone OC=1C(C2=CC=CC(=C2C(C1)=O)O)=O